2-bromo-1-(tetrahydro-2H-pyran-3-yl)-ethan-1-one BrCC(=O)C1COCCC1